(2-carboxyethyl)dimethyl-sulfonium Methyl-3-fluoro-4-nitro-5-(oxetan-3-yloxy)benzoate COC(C1=CC(=C(C(=C1)OC1COC1)[N+](=O)[O-])F)=O.C(=O)(O)CC[S+](C)C